C1(CC1)S(=O)(=O)NC1=NC=CC(=N1)C1(CCCC1)C(=O)NC1=NC=C(C=C1)C1=NC(=CN=C1)OCC 1-(2-(cyclopropanesulfonamido)pyrimidin-4-yl)-N-(5-(6-ethoxypyrazin-2-yl)pyridin-2-yl)cyclopentane-1-carboxamide